2-anilino-8-(3-methoxycyclobutyl)-6-(5-methyl-3,4-dihydro-2H-quinoxalin-1-yl)pyrido[2,3-d]pyrimidin-7-one N(C1=CC=CC=C1)C=1N=CC2=C(N1)N(C(C(=C2)N2CCNC1=C(C=CC=C21)C)=O)C2CC(C2)OC